FC1(CN(CC1)CC#N)F 2-(3,3-difluoropyrrolidin-1-yl)acetonitrile